C(C)(=O)OC[C@]1(C(C1)(F)F)CN1C[C@@H](CC1)F [(1R)-2,2-difluoro-1-{[(3R)-3-fluoropyrrolidin-1-yl]methyl}cyclopropyl]methyl acetate